(E)-oxahexadecen O=CCCCCCCCCCCCCCC